2-(5-chlorothiophen-2-yl)-5-(5-methylisothiazol-4-yl)aniline hydrochloride salt Cl.ClC1=CC=C(S1)C1=C(N)C=C(C=C1)C=1C=NSC1C